BrC=1C(=NC(=NC1)NC1=C(C=C(C(=C1)CC)N1CCC(CC1)N1C2CN(C(C1)CC2)C)OC)NC=2C(=C1N=CC=NC1=CC2)NS(=O)(=O)C N-(6-((5-bromo-2-((5-ethyl-2-methoxy-4-(4-(5-methyl-2,5-diazabicyclo[2.2.2]octan-2-yl)piperidin-1-yl)phenyl)amino)pyrimidin-4-yl)amino)quinoxalin-5-yl)methanesulfonamide